Cl.CC(CCN[C@@H](C)C(=O)O)(C)C 3,3-dimethylbutyl-alaninate hydrochloride